CC1=C(C(NC(=C1)C)=O)CNC(=O)C=1C(=C(N2C=CC(=C2C1)C1=CC(=CC=C1)N1CCOCC1)C(C)N1CCOCC1)C N-((4,6-dimethyl-2-oxo-1,2-dihydropyridin-3-yl)methyl)-6-methyl-5-(1-morpholinoethyl)-1-(3-morpholinophenyl)indolizine-7-carboxamide